FC(C1=C(C=NN1C)C=1C=NC=2CCN=CC2C1)F 3-(5-(difluoromethyl)-1-methyl-1H-pyrazol-4-yl)-7,8-dihydro-1,6-naphthyridin